C(CCCCCCCCC)SCCN1C=CC=CC=C1 1-[2-(decylthio)ethyl]azepine